ClC=1C=C(C=CC1F)NC(N(C)[C@@H](C)C1=CNC(C2=C(C(=CC=C12)F)F)=O)=O (S)-3-(3-chloro-4-fluorophenyl)-1-(1-(7,8-difluoro-1-oxo-1,2-dihydroisoquinolin-4-yl)ethyl)-1-(methyl)urea